5-(4-((3-((2-carbamoyl-4-fluorophenyl)carbamoyl)bicyclo[1.1.1]pentan-1-yl)methyl)piperazin-1-yl)-6-fluoro-N-methylpicolinamide C(N)(=O)C1=C(C=CC(=C1)F)NC(=O)C12CC(C1)(C2)CN2CCN(CC2)C=2C=CC(=NC2F)C(=O)NC